5-chloro-N-((1r,4r)-4-((3-(5-cyano-2-fluorophenyl)-3-hydroxy-2-oxoindolin-1-yl)methyl)cyclohexyl)-2-(trifluoromethyl)nicotinamide ClC=1C=NC(=C(C(=O)NC2CCC(CC2)CN2C(C(C3=CC=CC=C23)(O)C2=C(C=CC(=C2)C#N)F)=O)C1)C(F)(F)F